(R)-1-allyl-7-bromo-2,2,3,3,6-pentafluoro-2,3-dihydro-1H-inden-1-ol C(C=C)[C@@]1(C(C(C2=CC=C(C(=C12)Br)F)(F)F)(F)F)O